C(C)(C)(C)OC(=O)N1CCC(CC1)C(\C=C\N(C)C)=O.C[C@@H]1O[C@H](CC1)C trans-2,5-dimethyl-tetrahydrofuran Tert-Butyl-4-[(2E)-3-(dimethylamino)prop-2-enoyl]piperidine-1-carboxylate